3-(hydroxymethyl)-5-(piperazin-1-yl)-2,3-dihydro-1,4-benzodioxine OCC1OC2=C(OC1)C=CC=C2N2CCNCC2